FC(C(C1=CC=CC=C1)=O)Br fluorobenzoylmethyl bromide